2-(hydroxymethyl)-6-((4-(6-nitro-1-(tetrahydro-2H-pyran-2-yl)-1H-indazol-4-yl)-1H-1,2,3-Triazol-1-yl)methyl)-1H-indole-1-carboxylic acid tert-butyl ester C(C)(C)(C)OC(=O)N1C(=CC2=CC=C(C=C12)CN1N=NC(=C1)C1=C2C=NN(C2=CC(=C1)[N+](=O)[O-])C1OCCCC1)CO